butane-Diol phosphoramidite P(O)(N)OC(CCC)O